C(C)(C)(C)OC(=O)N/C(/N1[C@@H](CCC1)C1=NC(=NO1)C1=CC(=C(C=C1)CCC1=CC=C(C=C1)CCC)C(F)(F)F)=N\C(OC(C)(C)C)=O tert-butyl (S,E)-(((tert-butoxycarbonyl)amino)(2-(3-(4-(4-propylphenethyl)-3-(trifluoromethyl)phenyl)-1,2,4-oxadiazol-5-yl)pyrrolidin-1-yl)methylene)carbamate